1-((S)-3-amino-2-hydroxypropyl)-4-((R)-2-((S)-2-(aminooxy)-1-(tert-butoxy)-1-oxopropan-2-yl)chroman-6-yl)-2-((R)-pyrrolidin-3-ylmethyl)-1H-pyrazol-2-ium NC[C@@H](CN1[N+](=CC(=C1)C=1C=C2CC[C@@H](OC2=CC1)[C@](C(=O)OC(C)(C)C)(C)ON)C[C@H]1CNCC1)O